C(C)OC(C(C(=O)OCC)C1=NC(=NC=C1)Cl)=O (2-Chloropyrimidin-4-yl)-malonic acid diethyl ester